2-bromo-5-[[2-(trimethylsilyl)ethoxy]methyl]pyrrolo[2,3-b]pyrazine BrC=1N=C2C(=NC1)N(C=C2)COCC[Si](C)(C)C